1-(4-chloro-6-cyclopropylpyrimidin-2-yl)-3-(4-(trifluoromethoxy)phenyl)urea ClC1=NC(=NC(=C1)C1CC1)NC(=O)NC1=CC=C(C=C1)OC(F)(F)F